C(C1=CC=CC=C1)(=O)[C@@]([C@@](C=O)(C)F)(O)[C@H](O)C(O)C(C1=CC=CC=C1)=O 3,5-dibenzoyl-2-deoxy-2-fluoro-2-methyl-D-ribose